1H-1,2,3-triazole-4-carboxylic acid tert-butyl ester C(C)(C)(C)OC(=O)C=1N=NNC1